(3-(4-(3-Amino-1H-indazol-5-yl)-1H-pyrrolo[2,3-b]pyridin-2-yl)phenyl)(4-methylpiperazin-1-yl)methanone NC1=NNC2=CC=C(C=C12)C1=C2C(=NC=C1)NC(=C2)C=2C=C(C=CC2)C(=O)N2CCN(CC2)C